N1=CC(=CC2=CC=CN=C12)C=O [1,8-naphthyridin-3-yl]methanone